5-{[1-(3,5-dimethylbenzoyl)-4-hydroxypiperidin-4-yl]methyl}-1-phenyl-1H,4H,5H-pyrazolo[3,4-d]pyrimidin-4-one CC=1C=C(C(=O)N2CCC(CC2)(O)CN2C=NC3=C(C2=O)C=NN3C3=CC=CC=C3)C=C(C1)C